(E)-N-(3-bromophenyl)-3-(6-chloro-1H-indol-3-yl)acrylamide Barium potassium sodium [Na].[K].[Ba].BrC=1C=C(C=CC1)NC(\C=C\C1=CNC2=CC(=CC=C12)Cl)=O